4-{[3-methoxy-6-methyl-4-(2-methyl-2H-1,2,3-triazol-4-yl)pyridin-2-yl]amino}-N-(2H3)methyl-6-[(1R,2R)-2-methyl-cyclopropaneamido]pyridazine-3-carboxamide COC=1C(=NC(=CC1C1=NN(N=C1)C)C)NC1=C(N=NC(=C1)NC(=O)[C@H]1[C@@H](C1)C)C(=O)NC([2H])([2H])[2H]